5-bromospiro[1,2-dihydropyrrolo[2,3-b]pyridine-3,1'-cyclopropane] BrC=1C=C2C(=NC1)NCC21CC1